ClC1=CC(=NC(=N1)C(F)(F)F)N1C[C@@H](C(C1)(F)F)OC1=CC2=C(C=N1)C=NN2CC(F)(F)F (S)-6-((1-(6-chloro-2-(trifluoromethyl)pyrimidin-4-yl)-4,4-difluoropyrrolidin-3-yl)oxy)-1-(2,2,2-trifluoroethyl)-1H-pyrazolo[4,3-c]pyridine